1-(4-vinylbenzyl)-5,5'-octamethylenebis(1H-tetrazole) C(=C)C1=CC=C(CC(CCCCCCCC2=NN=NN2)C2=NN=NN2)C=C1